C(#C)C1=CC=C(CCN(C(OCCCC)=O)CCC=O)C=C1 butyl (4-ethynylphenethyl)(3-oxopropyl)carbamate